2-(p-(1,2-diphenyl-1-butenyl)phenoxy)-N,N-dimethylethylamine citrate C(CC(O)(C(=O)O)CC(=O)O)(=O)O.C1(=CC=CC=C1)C(=C(CC)C1=CC=CC=C1)C1=CC=C(OCCN(C)C)C=C1